OC=1C=CC=C2C=CC(=NC12)C=O L-8-hydroxyquinoline-2-formaldehyde